7-(Furan-2-yl)-8-oxo-1,3,4,8-tetrahydropyrido[2,1-c][1,4]Oxazine-9-carboxylic acid methyl ester COC(=O)C=1C(C(=CN2C1COCC2)C=2OC=CC2)=O